FC1=C(N)C=C(C=C1)OC1=C(C(=C(C=C1F)[N+](=O)[O-])C)SC 2-Fluoro-5-(6-fluoro-3-methyl-2-(methylthio)-4-nitrophenoxy)aniline